NC=1C(=CN(C(C1)=O)C12CC(C1)C2)C(=O)OC methyl 4-amino-1-(bicyclo[1.1.1]pentan-1-yl)-6-oxo-1,6-dihydropyridine-3-carboxylate